1-bromo-3-chloro-5-(tert-butyl-d9)benzene BrC1=CC(=CC(=C1)C(C([2H])([2H])[2H])(C([2H])([2H])[2H])C([2H])([2H])[2H])Cl